C(C)(C)(C)C1=CC=C(C=C1)N(C1=C(C=CC=C1)[N+]#[C-])C N-(4-(tert-butyl)phenyl)-2-isocyano-N-methylaniline